FC1=CC(=C(C=C1[N+](=O)[O-])S(=O)(=O)N1CCN(CCC1)C)C 1-(4-fluoro-2-methyl-5-nitro-phenyl)sulfonyl-4-methyl-1,4-diazepane